N1CCC(CC1)CCCC(=O)O 4-(4-piperidinyl)-butanoic acid